C(C)(C)(C)OC(=O)C(O)[C@H](N)[C@H](O)\C=C\CCCCCCCCCCCCC tert-Butyloxycarbonyl-sphingosine